BrC1=C2C(=C3CN(C(C3=C1)=O)C1C(NC(CC1)=O)=O)OC=C2 3-(4-bromo-6-oxo-6,8-dihydro-7H-furo[2,3-e]isoindol-7-yl)piperidine-2,6-dione